1-(5-((5-chloro-4-(1-phenyl-1H-pyrazol-3-yl)pyrimidin-2-yl)amino)pyridin-3-yl)pyrrolidine-2-one ClC=1C(=NC(=NC1)NC=1C=C(C=NC1)N1C(CCC1)=O)C1=NN(C=C1)C1=CC=CC=C1